tert-butyl ((2-(3-((1s,3s)-3-fluoro-1-(4-methyl-4H-1,2,4-triazol-3-yl)cyclobutyl)phenyl)-3-oxo-7-(trifluoromethyl)isoindolin-5-yl)methyl)(1-methylcyclobutyl)-carbamate FC1CC(C1)(C1=NN=CN1C)C=1C=C(C=CC1)N1CC2=C(C=C(C=C2C1=O)CN(C(OC(C)(C)C)=O)C1(CCC1)C)C(F)(F)F